tert-butyl 6-((2S)-2-(2-imino-3-(1-(p-tolyl)ethyl)-2,3-dihydro-1H-benzo[d]imidazol-1-yl)-3-(p-tolyl)propanoyl)-2,6-diazaspiro[3.3]heptane-2-carboxylate N=C1N(C2=C(N1[C@H](C(=O)N1CC3(CN(C3)C(=O)OC(C)(C)C)C1)CC1=CC=C(C=C1)C)C=CC=C2)C(C)C2=CC=C(C=C2)C